C(C1=CC=CC=C1)C1(CCN(CC1)C1=CC=C(C=N1)C=1C=2N(C=C(C1)OCCN1CCOCC1)N=CC2C#N)O 4-(6-(4-benzyl-4-hydroxypiperidin-1-yl)pyridin-3-yl)-6-(2-morpholinoethoxy)pyrazolo[1,5-a]pyridine-3-carbonitrile